2'-chloro-5'-methoxy-6-methyl-N-(5-((5-methyltetrahydrofuran-3-yl)methoxy)-1,3,4-thiadiazol-2-yl)-(4,4'-bipyridine)-3-carboxamide ClC1=NC=C(C(=C1)C1=C(C=NC(=C1)C)C(=O)NC=1SC(=NN1)OCC1COC(C1)C)OC